ClC=1C2=C(N=CN1)N(C=C2)[C@@H]2C[C@@H]([C@@H]1[C@H]2OC(O1)(C)C)CN 1-[(3aR,4R,6R,6aS)-6-{4-chloropyrrolo[2,3-d]pyrimidin-7-yl}-2,2-dimethyl-tetrahydro-3aH-cyclopenta[d][1,3]dioxol-4-yl]methanamine